ClC1=NN(C=C1C=1C=C2C(=NC1)N(C(=C2C=2C=NC(=CC2)OC)CC)S(=O)(=O)C2=CC=C(C)C=C2)C2CCNCC2 5-(3-chloro-1-(piperidin-4-yl)-1H-pyrazol-4-yl)-2-ethyl-3-(6-methoxypyridin-3-yl)-1-tosyl-1H-pyrrolo[2,3-b]pyridine